FC=1C=C(C=C(C1)F)[C@@H](C)NC=1C=C2C(=CN1)NN=C2\C=C\C2=NC=CC=C2 (R,E)-N-(1-(3,5-difluorophenyl)ethyl)-3-(2-(pyridin-2-yl)vinyl)-1H-pyrazolo[3,4-c]pyridin-5-amine